3-oxo-pimeloyl-CoA O=C(CC(=O)SCCNC(CCNC([C@@H](C(COP(OP(OC[C@@H]1[C@H]([C@H]([C@@H](O1)N1C=NC=2C(N)=NC=NC12)O)OP(=O)(O)O)(=O)O)(=O)O)(C)C)O)=O)=O)CCCC(=O)O